C(CCC)OC(CN1C(=NC=C(C1=O)NCCCCOC1=CC=CC=C1)C1=CC=CC=C1)=O.BrC(C(=O)NC1=CC(=CC(=C1)Br)Br)=C 2-Bromo-N-(3,5-dibromophenyl)acrylamide butyl-2-(6-oxo-5-((4-phenoxybutyl)amino)-2-phenylpyrimidin-1(6H)-yl)acetate